FC1=C(C=CC=C1)O ortho-fluorophenol